CC1=CC=CC=C1NC(=O)NC2=CC=C(C=C2)C3=C4C(=CC=C3)NN=C4N The molecule is a member of the class of indazoles that is linifanib in which the 2-fluoro-5-methylphenyl group has been replaced by a 2-methylphenyl group. A cell-permeable 3-aminoindazolylurea compound, it acts as a potent and ATP-competitive inhibitor of VEGFR2/KDR (IC50 = 3 nM) as well as Flt3 and cKit (IC50 = 4 to 20 nM). Shown to block VEGF-induced VEGFR2 phosphorylation in 3T3-murine fibroblasts in vitro. It has a role as an EC 2.7.10.1 (receptor protein-tyrosine kinase) inhibitor. It is a member of indazoles, a ring assembly, an aromatic amine and a member of phenylureas.